CC=1NC(=CC(C1)=O)C=1C(=NC(=CC1)C(F)(F)F)C1CCC(CC1)C(F)(F)F 2-methyl-6-[6-(trifluoromethyl)-2-[4-(trifluoromethyl)cyclohexyl]-3-pyridinyl]-1H-pyridin-4-one